benzophenone O-([1,1'-biphenyl]-4-yl-benzhydryl) oxime C1(=CC=C(C=C1)C(C1=CC=CC=C1)(C1=CC=CC=C1)ON=C(C1=CC=CC=C1)C1=CC=CC=C1)C1=CC=CC=C1